5-Ethyl-2-Fluoro-4-(3-(4-(((Tetrahydrofuran-3-yl)amino)methyl)-1H-Imidazol-2-yl)-1H-Indazol-6-yl)phenol C(C)C=1C(=CC(=C(C1)O)F)C1=CC=C2C(=NNC2=C1)C=1NC=C(N1)CNC1COCC1